2-((6-(2-(3-(cyclopropylamino)azetidin-1-yl)pyrimidin-5-yl)-2-ethylimidazo[1,2-a]pyridin-3-yl)(methyl)amino)-4-(4-fluorophenyl)thiazole-5-carbonitrile C1(CC1)NC1CN(C1)C1=NC=C(C=N1)C=1C=CC=2N(C1)C(=C(N2)CC)N(C=2SC(=C(N2)C2=CC=C(C=C2)F)C#N)C